1,2-bis[(3-ethyloxetan-3-yl)methoxy]Benzene Tert-butyl-4-(((1r,3r)-3-(5-amino-4-cyano-3-(2-phenylquinolin-7-yl)-1H-pyrazol-1-yl)cyclobutyl)methyl)piperazine-1-carboxylate C(C)(C)(C)OC(=O)N1CCN(CC1)CC1CC(C1)N1N=C(C(=C1N)C#N)C1=CC=C2C=CC(=NC2=C1)C1=CC=CC=C1.C(C)C1(COC1)COC1=C(C=CC=C1)OCC1(COC1)CC